4-cyclopropyl-6-methoxy-5-[1-({4-[1-methyl-4-(trifluoromethyl)imidazol-2-yl]phenyl}methyl)-2H,3H-pyrido[3,4-B][1,4]oxazin-7-yl]pyrimidine C1(CC1)C1=NC=NC(=C1C1=CC2=C(OCCN2CC2=CC=C(C=C2)C=2N(C=C(N2)C(F)(F)F)C)C=N1)OC